6-fluoro-N-(2-methoxy-4-(piperazin-1-yl)phenyl)-4-trifluoromethylquinazolin-2-amine FC=1C=C2C(=NC(=NC2=CC1)NC1=C(C=C(C=C1)N1CCNCC1)OC)C(F)(F)F